COC(C1CCN(CC1)C1=CC=C(C=C1)C1C=2C=CC(=CC2CCC1C)O)OC 5-(4-(4-(dimethoxymethyl)piperidin-1-yl)phenyl)-6-methyl-5,6,7,8-tetrahydronaphthalen-2-ol